8-chloro-N-(2-methyl-4-(oxetan-3-yloxy)phenyl)quinolin-2-amine ClC=1C=CC=C2C=CC(=NC12)NC1=C(C=C(C=C1)OC1COC1)C